N(=C=O)C(C)(C)C1=CC(=CC=C1)C(C)(C)N=C=O 1,3-bis(2-isocyanato-propan-2-yl)-benzene